(2R,3R,4R,5R)-5-(2-amino-6-(methylamino)-9H-purin-9-yl)-4-fluoro-4-methyl-2-((2-phenylacetoxy)methyl)tetrahydrofuran-3-yl isobutyrate C(C(C)C)(=O)O[C@@H]1[C@H](O[C@H]([C@]1(C)F)N1C2=NC(=NC(=C2N=C1)NC)N)COC(CC1=CC=CC=C1)=O